N-benzyl-5-(benzyl(methyl)amino)-7-(1H-pyrazol-4-yl)pyrazolo[1,5-a]pyrimidine-2-carboxamide C(C1=CC=CC=C1)NC(=O)C1=NN2C(N=C(C=C2C=2C=NNC2)N(C)CC2=CC=CC=C2)=C1